C[Si](=[Zr](C1C(=CC2=C(C=CC=C12)C1=CC=CC=C1)C(C)C)C1C(=CC2=C(C=CC=C12)C1=CC=CC=C1)C(C)C)C dimethylsilanediylbis(2-isopropyl-4-phenylindenyl)zirconium